COC(=O)C12CCC(CC1)(CC2)NC(=O)C2=NN1C(N=CC=C1C1=CC(=C(C=C1)OC)OC)=C2.CN2N=CC(=C2)S(=O)(=O)NNC[C@@H]2OCCC2 (1-methyl-1H-pyrazol-4-yl)-N-{[(2R)-oxolan-2-yl]Methyl}amino-sulfonamide methyl-4-(7-(3,4-dimethoxyphenyl)pyrazolo[1,5-a]pyrimidine-2-carboxamido)bicyclo[2.2.2]octane-1-carboxylate